The molecule is a monohydroxy-1,3,5-triazine that is atrazine in which the chloro group has been replaced by a hydroxy group. It has a role as a human xenobiotic metabolite and a marine xenobiotic metabolite. It is a diamino-1,3,5-triazine and a monohydroxy-1,3,5-triazine. It derives from an atrazine. CCNC1=NC(=O)NC(=N1)NC(C)C